NC=1C=C2C(N(C(C2=CC1)CC1=CC=CC=C1)CC1=CC2=C(NC(O2)=O)C=C1)=O 6-((5-amino-1-benzyl-3-oxoisoindolin-2-yl)methyl)benzo[d]oxazol-2(3H)-one